ethoxydiazepine hydrochloride Cl.C(C)OC1=NNC=CC=C1